(3-acrylamido-5-(4-methylpiperazin-1-yl)phenyl)boronic acid C(C=C)(=O)NC=1C=C(C=C(C1)N1CCN(CC1)C)B(O)O